C1(=CC=CC=C1)S=P(OCC)(OC1=CC=C(C=C1)[N+](=O)[O-])[O-] ethyl p-nitrophenyl phenylphosphorothioate